C(C)(C)(C)OC(=O)C=1N(C2=CC=CC(=C2C1)NC([C@H](C(C1=CC=C(C=C1)N1C(CN(CC1)C1CCC(CC1)OC)=O)N)C(=O)OCC1=CC=CC=2C3=CC=CC=C3CC12)=O)C(=O)OC(C)(C)C (S)-4-(2-fluorenylmethoxycarbonyl-amino-3-(4-(4-(4-methoxycyclohexyl)-2-oxopiperazin-1-yl)phenyl)propanamido)-1-tert-butoxycarbonyl-indole-2-oic acid tert-butyl ester